4-iodotetrahydro-2H-pyran-4-carboxylic acid methyl ester COC(=O)C1(CCOCC1)I